FC=1C=C(C=C(C1)F)C1N(CC(CC1)C)C(C(=O)NC=1C=C(C(=NC1)NC(OC(C)(C)C)=O)C)=O tert-butyl N-[5-[[2-[2-(3,5-difluorophenyl)-5-methyl-1-piperidyl]-2-oxo-acetyl]amino]-3-methyl-2-pyridyl]carbamate